C(CCCCC)C(C(O)(CCCCCC)CCCCCC)(O)CO trihexanyl-glycerol